rac-(4aR,8aS)-6-(4-((3-Phenyl-1,2,4-oxadiazol-5-yl)methyl)piperidin-1-carbonyl)hexahydro-2H-pyrido[4,3-b][1,4]oxazin-3(4H)-on C1(=CC=CC=C1)C1=NOC(=N1)CC1CCN(CC1)C(=O)N1C[C@@H]2[C@@H](OCC(N2)=O)CC1 |r|